guanosine 5'-(beta,gamma-imido)triphosphate C1=NC2=C(N1[C@H]3[C@@H]([C@@H]([C@H](O3)COP(=O)(O)OP(=O)(NP(=O)(O)O)O)O)O)N=C(NC2=O)N